Tridecynoic Acid CCCCCCCCCCC#CC(=O)O